thienoindol N1C=CC2=CC=C3C(=C12)C=CS3